N-(2,2-dimethyl-6-((1-methyl-1H-pyrazol-4-yl)methoxy)-2,3-dihydrobenzofuran-5-yl)pyrazolo[1,5-a]pyrimidine-3-carboxamide CC1(OC2=C(C1)C=C(C(=C2)OCC=2C=NN(C2)C)NC(=O)C=2C=NN1C2N=CC=C1)C